ferric (n-butyl)phosphinate C(CCC)P([O-])=O.[Fe+3].C(CCC)P([O-])=O.C(CCC)P([O-])=O